CS(=O)(=O)N1CCC(CC1)C1=C(C=CC=C1)N1C2=C(N=CC1)C=CN=C2NCC2CNCCO2 4-(1-(methylsulfonyl)piperidin-4-yl-phenyl)-N-(morpholin-2-ylmethyl)pyrido[3,4-b]pyrazin-5-amine